[C@H](C)(CC)NCC=1C=C(C=2N(C1)C=CN2)C(=O)O (S)-6-((sec-butylamino)methyl)imidazo[1,2-a]pyridine-8-carboxylic acid